FC1=C(C=CC(=C1)F)CCNC(CC1N(C(CC1)=O)CC1=C(C(=CC=C1)F)F)=O N-[2-(2,4-difluorophenyl)ethyl]-2-[1-[(2,3-difluorophenyl)methyl]-5-oxopyrrolidin-2-yl]acetamide